[C@H]12N(C[C@H](NC1)C2)C2=CC=CC(=N2)OCCOCCCC2=CC1=C(N(C(N1C)=O)C1C(NC(CC1)=O)=O)C=C2 3-[5-[3-[2-[[6-[(1R,4R)-2,5-diazabicyclo[2.2.1]heptan-2-yl]-2-pyridyl]oxy]ethoxy]propyl]-3-methyl-2-oxo-benzimidazol-1-yl]piperidine-2,6-dione